C(C)(C)N1N=CC(=C1)C1=NC(=NC=C1C)NN1CCC2=CC=CC=C12 ((4-(1-isopropyl-1H-pyrazol-4-yl)-5-methylpyrimidin-2-yl)amino)indoline